[2-(3-hydroxycyclobutyl)ethoxy]azetidine-1-carboxylic acid tert-butyl ester C(C)(C)(C)OC(=O)N1C(CC1)OCCC1CC(C1)O